NC=1C2=C(N=CN1)N(C=C2C(=O)NC2=CC=C(C=C2)CSC)C(CF)(C)C 4-amino-7-(1-fluoro-2-methylpropan-2-yl)-N-(4-((methylthio)methyl)phenyl)-7H-pyrrolo[2,3-d]pyrimidine-5-carboxamide